(S)-3-(4-(Cyclopropylsulfonyl)phenyl)-5-(7-(pyrrolidin-1-yl)-6,7,8,9-tetrahydro-5H-benzo[7]annulen-2-yl)-1H-pyrazolo[3,4-b]pyridine C1(CC1)S(=O)(=O)C1=CC=C(C=C1)C1=NNC2=NC=C(C=C21)C=2C=CC1=C(CC[C@H](CC1)N1CCCC1)C2